C1=CC=CC=2C3=CC=CC=C3N(C12)C1=CC2=C(C3=C(O2)C=C(C=C3)NC3=CC=CC=C3)C=C1 7-(9H-carbazol-9-yl)-N-phenyldibenzo[b,d]furan-3-amine